C[Si](OCC)(OCC)OCC methyltris(ethoxy)silane